1-(6-(3,5-dimethylisoxazol-4-yl)-2-(1-(2-hydroxyethyl)-1H-pyrazol-4-yl)quinazolin-4-yl)piperidine-4-carboxylic acid CC1=NOC(=C1C=1C=C2C(=NC(=NC2=CC1)C=1C=NN(C1)CCO)N1CCC(CC1)C(=O)O)C